2-{[2-(1-methyl-1H-imidazol-5-yl)ethyl]amino}acetic acid CN1C=NC=C1CCNCC(=O)O